3-chloro-2-[5-[2-(2,6-dioxo-3-piperidyl)-1-oxo-phthalazin-6-yl]oxy-3,3-difluoro-pentoxy]-5-[1-methyl-1-[4-[(2-methylsulfonylpyrimidin-4-yl)methoxy]phenyl]ethyl]benzonitrile ClC=1C(=C(C#N)C=C(C1)C(C)(C1=CC=C(C=C1)OCC1=NC(=NC=C1)S(=O)(=O)C)C)OCCC(CCOC=1C=C2C=NN(C(C2=CC1)=O)C1C(NC(CC1)=O)=O)(F)F